trans-tert-butyl 3-(2-((4-acetamidocyclohexyl)amino)-5-chloropyrimidin-4-yl)-2,5-dihydro-1H-pyrrole-1-carboxylate C(C)(=O)N[C@@H]1CC[C@H](CC1)NC1=NC=C(C(=N1)C=1CN(CC1)C(=O)OC(C)(C)C)Cl